COC(=O)C1CC2=CC(=CC=C2CC1)C(F)(F)F.FC(C1=CC=C2CCC(CC2=C1)C(=O)O)(F)F 7-(trifluoromethyl)-1,2,3,4-tetrahydronaphthalene-2-carboxylic acid Methyl-7-(trifluoromethyl)-1,2,3,4-tetrahydronaphthalene-2-carboxylate